5-[4'-Fluoro-2-(trifluoromethyl)[1,1'-biphenyl]-4-yl]-6-methyl-3,6-dihydro-2H-1,3,4-oxadiazin-2-on FC1=CC=C(C=C1)C1=C(C=C(C=C1)C1=NNC(OC1C)=O)C(F)(F)F